F[C@@H]1CNCC[C@@H]1OC=1C=C2C=NN(C2=CC1)C 5-(((cis)-3-fluoropiperidin-4-yl)oxy)-1-methyl-1H-indazole